[(phenyl)di(butyl)indolocarbazolyl]triazine C1(=CC=CC=C1)C=1C(=C(C(=C2C1N=C1C=CC3=C4C=CC=CC4=NC3=C12)C1=NN=NC=C1)CCCC)CCCC